((3-(6-chlorobenzothiazol-2-yl)-3-methylbut-2-yl)oxy)propionitrile ClC1=CC2=C(N=C(S2)C(C(C)OC(C#N)C)(C)C)C=C1